(Z)-1-acetyl-3-((5-isopropyl-1-(2-phenoxyethyl)-1H-imidazol-4-yl)methylene)piperazine-2,5-dione C(C)(=O)N1C(/C(/NC(C1)=O)=C/C=1N=CN(C1C(C)C)CCOC1=CC=CC=C1)=O